C(#N)CC1=CC=C(C=C1)NC(CN1N=CC(=C1)C1=CC=2N(C=C1)N=C(N2)C)=O N-[4-(Cyanomethyl)phenyl]-2-[4-(2-methyl-[1,2,4]triazolo[1,5-a]pyridin-7-yl)pyrazol-1-yl]acetamide